N-[(6-{1-[(cyclohexylmethyl)amino]ethyl}imidazo[1,2-a]pyridin-2-yl)methyl]-4-oxo-4H-pyrido[1,2-a]pyrimidine-2-carboxamide C1(CCCCC1)CNC(C)C=1C=CC=2N(C1)C=C(N2)CNC(=O)C=2N=C1N(C(C2)=O)C=CC=C1